FC(C1=CC2=C(SC(=C2)C(=O)OC2=CC=C(C=C2)[N+](=O)[O-])C=C1)(P(=O)(OCCSC(C(C)(C)C)=O)OC1=CC=CC=C1)F 4-nitrophenyl 5-(difluoro(phenoxy (2-(pivaloylthio) ethoxy) phosphoryl) methyl)benzo[b]thiophene-2-carboxylate